2-(6-bromo-5-fluoro-1-oxospiro[3H-isoquinoline-4,1'-cyclopropane]-2-yl)-N-(5-cyano-3-fluoropyridin-2-yl)acetamide BrC=1C(=C2C(=CC1)C(N(CC21CC1)CC(=O)NC1=NC=C(C=C1F)C#N)=O)F